6,7-dimethoxy-2-methyl-N-[(1R)-1-{3-[(1E)-pent-1-en-1-yl]phenyl}-ethyl]quinazolin-4-amine COC=1C=C2C(=NC(=NC2=CC1OC)C)N[C@H](C)C1=CC(=CC=C1)\C=C\CCC